t-Butyl-3-(((4-(1-cyanocyclopropyl)phenyl)(5-(3,5-dimethylisoxazol-4-yl)-2-methylphenyl)amino)methyl)azetidine-1-carboxylic acid C(C)(C)(C)C1N(CC1CN(C1=C(C=CC(=C1)C=1C(=NOC1C)C)C)C1=CC=C(C=C1)C1(CC1)C#N)C(=O)O